C(#N)C1=C(C=C(C=C1)N1C(N(C2(CCC2)C1=O)C1=CC=C(C=C1)CCCC(=O)NC)=S)C(F)(F)F 4-{4-[7-(4-cyano-3-trifluoromethylphenyl)-8-oxo-6-thioxo-5,7-diaza-spiro[3.4]oct-5-yl]-phenyl}-N-methyl-butyramide